COCCN(C=1N=C(C=2N=C(N=C(C2N1)N1CCC(CC1)OC)N(CCO)CC1=CC(=C(C(=C1)OC)OC)OC)N1CCC(CC1)OC)CCOC 2-((6-(bis(2-methoxyethyl)amino)-4,8-bis(4-methoxypiperidin-1-yl)pyrimido[5,4-d]pyrimidin-2-yl)(3,4,5-trimethoxybenzyl)amino)ethanol